N1CCC(CC1)N1N=CC(=C1)C(C)C=1C=2C3=C(C(NC3=CC1)=O)C=CC2.FC(C=O)(F)F 2,2,2-trifluoroacetaldehyde compound with 6-(1-(1-(piperidin-4-yl)-1H-pyrazol-4-yl)ethyl)benzo[cd]indol-2(1H)-one